((7R)-7-amino-2-azabicyclo[2.2.1]hept-2-yl)(2-(1-(cyclopropylmethyl)-6-(2-fluoro-3-hydroxyphenyl)-1H-pyrrolo[2,3-b]pyridin-2-yl)-3-methylbenzofuran-6-yl)methanone N[C@H]1C2N(CC1CC2)C(=O)C2=CC1=C(C(=C(O1)C1=CC=3C(=NC(=CC3)C3=C(C(=CC=C3)O)F)N1CC1CC1)C)C=C2